COC1=CC=C(CNCC2=CC=C(N(C)C)C=C2)C=C1 4-(((4-methoxybenzyl)amino)methyl)-N,N-dimethylaniline